FC(C(=O)N1CCC(CC1)O)(F)C=1C=CC(=C(C(=O)NC2=CC(=C(C=C2)F)C)C1)F 5-(1,1-difluoro-2-(4-hydroxypiperidin-1-yl)-2-oxoethyl)-2-fluoro-N-(4-fluoro-3-methylphenyl)benzamide